ClCC1=NC=C(C=C1F)C1CC1 2-(chloromethyl)-5-cyclopropyl-3-fluoropyridine